(R)-2-iodo-Boc-serine methyl ester COC([C@@](NC(=O)OC(C)(C)C)(CO)I)=O